C(C)(C)(C)C=1C=C(C=C(C1O)C(C)(C)C)CCCCl 3,5-bis(tert-butyl)-4-hydroxyphenylpropyl chloride